[Na].C(CC)ONNC(=O)N=N propoxycarbazone-sodium salt